[N+](=O)([O-])C=1C=CC(=NC1)N1CC2CCC(C1)O2 3-(5-nitro-2-pyridyl)-8-oxa-3-azabicyclo[3.2.1]octane